tert-butyl 4-[2-(morpholin-4-yl)-6-{[1-(propan-2-yl)-1H-pyrazolo[4,3-c]pyridin-6-yl]amino}pyrimidin-4-yl]piperazine-1-carboxylate N1(CCOCC1)C1=NC(=CC(=N1)N1CCN(CC1)C(=O)OC(C)(C)C)NC1=CC2=C(C=N1)C=NN2C(C)C